O1C(CC(=C1)[2H])=O 2(3H)-furanone-4-d